C(CCCCCCC\C=C/C\C=C/CCCCC)(=O)OCCCC(OC(N(CCCN(C)C)CCCN(C)C)=O)CCCOC(CCCCCCC\C=C/C\C=C/CCCCC)=O 7-[3-(dimethylamino) propyl]-4-(3-{[(10Z,12Z)-1-oxooctadeca-9,12-dienyl] oxy} propyl)-11-methyl-6-oxo-7,11-diaza-5-oxadodec-1-yl (10Z,12Z)-octadeca-9,12-dienoate